ClC1=C(C=CC=C1F)N1CCN(CC1)C(CN1N=C(C2=C1CCC2)C(=O)N2C[C@H](O[C@H](C2)C)C)=O 1-[4-(2-Chloro-3-fluorophenyl)piperazin-1-yl]2-{3-[(2R,6S)-2,6-dimethylmorpholin-4-carbonyl]-5,6-dihydrocyclopenta[c]pyrazol-1(4H)-yl}ethan-1-on